O1CC(CCC1)C(=O)NN oxane-3-carbohydrazide